1,1,1-trifluoro-N-(3-oxo-3-(5-(4-(trifluorometh-yl)phenoxy)-3,4-dihydro-isoquinolin-2(1H)-yl)-propyl)methanesulfonamide FC(S(=O)(=O)NCCC(N1CC2=CC=CC(=C2CC1)OC1=CC=C(C=C1)C(F)(F)F)=O)(F)F